C(C)(C)(C)CC(C)(C1=NC=2CCCC3=CC=CN1C23)NC(=O)C2C3CN(CC23C)C(=O)[O-] 6-((tert-butyl 2-(8,9-dihydro-7H-imidazo[4,5,1-ij]quinolin-2-yl) propan-2-yl) carbamoyl)-1-methyl-3-azabicyclo[3.1.0]hexane-3-carboxylate